FC=1C=CC=C2C(=NN=C(C12)N[C@@H]1CNCC1)C1=CC=C(C=C1)C(F)(F)F (S)-8-fluoro-N-(pyrrolidin-3-yl)-4-(4-(trifluoromethyl)phenyl)phthalazin-1-amine